N-[(1R)-1-[2-(morpholin-4-yl)pyrimidin-4-yl]ethyl]propionamide N1(CCOCC1)C1=NC=CC(=N1)[C@@H](C)NC(CC)=O